5-(diaminomethylene)-1-((5R,7r,10R)-1,3-dimethyl-2,4-dioxo-1,3-diazadispiro[4.1.57.15]tridecan-10-yl)-3-propylpyrimidine-2,4,6(1H,3H,5H)-trione NC(=C1C(N(C(N(C1=O)C1CCC2(CC3(C(N(C(N3C)=O)C)=O)C2)CC1)=O)CCC)=O)N